C([C@H]([C@H]([C@H](COP(=O)(O)O)O)O)O)O The molecule is a ribitol phosphate that is D-ribitol carrying a single monophosphate substituent at position 1. It is a ribitol phosphate and an alditol 1-phosphate. It derives from a ribitol. It is a conjugate acid of a D-ribitol 1-phosphate(2-).